cyclopropyl-7-ethyl-6-oxo-1-phenyl-5-(3-(trifluoromethyl)benzamido)-4,5,6,7-tetrahydro-1H-pyrazolo[3,4-b]pyridine-3-carboxylic acid C1(CC1)C1C2=C(N(C(C1NC(C1=CC(=CC=C1)C(F)(F)F)=O)=O)CC)N(N=C2C(=O)O)C2=CC=CC=C2